FC1=C(C(=O)O)C=CC(=N1)F 2,6-difluoro-nicotinic acid